Dimethyl 4-((8-((tert-butoxycarbonyl)amino)octyl)oxy)phthalate C(C)(C)(C)OC(=O)NCCCCCCCCOC=1C=C(C(C(=O)OC)=CC1)C(=O)OC